CN1N=CC(=C1)NC1=CC2=C(C=N1)C=C(N2)C2=CC(=NC=C2)C#N 4-(6-((1-methyl-1H-pyrazol-4-yl)amino)-1H-pyrrolo[3,2-c]pyridin-2-yl)picolinonitrile